N-(Methyl-d3)pyridazine-3-carboxamide C(NC(=O)C=1N=NC=CC1)([2H])([2H])[2H]